(R)-2-(Aminomethyl)-5-methyl-N-(1-(naphthalen-1-yl)ethyl)-1H-indole-6-carboxamide NCC=1NC2=CC(=C(C=C2C1)C)C(=O)N[C@H](C)C1=CC=CC2=CC=CC=C12